2,5-dioxopyrrolidin-1-yl (S)-4-((4-((2-(2-cyano-4,4-difluoropyrrolidin-1-yl)-2-oxoethyl)carbamoyl)quinolin-8-yl)amino)-4-oxobutyrate C(#N)[C@H]1N(CC(C1)(F)F)C(CNC(=O)C1=CC=NC2=C(C=CC=C12)NC(CCC(=O)ON1C(CCC1=O)=O)=O)=O